COCC(C)CC(=O)[O-] 2-Methoxy-1-methylethylacetat